CC1=NC(=CC(=C1)C1=C(C(=NN1CCS(=O)(=O)C)C=1SC(=CN1)C1CCN(CC1)CCS(=O)(=O)C)C(C)C)C 2-(5-(2,6-dimethylpyridin-4-yl)-4-isopropyl-1-(2-(methylsulfonyl)ethyl)-1H-pyrazol-3-yl)-5-(1-(2-(methylsulfonyl)ethyl)piperidin-4-yl)thiazole